O[C@H]1[C@H]([C@@H](O[C@@H]1CO)N1C(NC(C=C1)=O)=O)OCCS 1-((2R,3R,4R,5R)-4-hydroxy-5-(hydroxymethyl)-3-(2-mercaptoethoxy)tetrahydrofuran-2-yl)pyrimidine-2,4(1H,3H)-dione